CC(CC(=O)O)(CC(=O)O)C1=CC=C(C=C1)[N+](=O)[O-] 3-methyl-3-(4-nitrophenyl)glutaric acid